[3-[4-(4-Chloro-2-methylsulfonyl-phenyl)phenyl]azetidin-1-yl]-[(3S)-3-(hydroxymethyl)pyrrolidin-1-yl]methanone ClC1=CC(=C(C=C1)C1=CC=C(C=C1)C1CN(C1)C(=O)N1C[C@H](CC1)CO)S(=O)(=O)C